C(CCCCCCC\C=C/C[C@H](O)CCCCCC)(=O)OCC(C)=O acetylmethyl ricinoleate